BrC1=CC=C(C=C1)C=1C(=NC(=NC1)NC=1C=NN(C1)C)NC=1C=C(C=CC1F)NC(\C=C\CN(C)C)=O (E)-N-(3-((5-(4-bromophenyl)-2-((1-methyl-1H-pyrazol-4-yl)amino)pyrimidin-4-yl)amino)-4-fluorophenyl)-4-(dimethylamino)but-2-enamide